BrC=1C=C(C=NC1)S(=O)(=O)N=C1CC=C(C(=O)O)C=C1 4-(5-bromopyridine-3-sulfonylimino)benzoic acid